(3aS,6aS)-hexahydropyrrolo[3,4-b]pyrrol N1C=2[C@@H](CC1)CNC2